2-(6-Fluoropyridin-2-yl)-6-(2,4-dimethylphenyl)-5,6,7,8-tetrahydrophthalazin-1(2H)-one FC1=CC=CC(=N1)N1C(C=2CCC(CC2C=N1)C1=C(C=C(C=C1)C)C)=O